(4-(3-amino-1-hydroxy-9-oxo-5,6,6a,7-tetrahydroimidazo[1,5-f]pteridin-8(9H)-yl)benzoyl)-L-glutamic acid NC1=NC=2NCC3N(C2C(=N1)O)C(N(C3)C3=CC=C(C(=O)N[C@@H](CCC(=O)O)C(=O)O)C=C3)=O